FC=1C=C2C(=C(C=NC2=CC1)C(=O)N1CCN(CC1)C(C)=O)N1CCC2(OCCO2)CC1 1-(4-(6-Fluoro-4-(1,4-dioxa-8-azaspiro[4.5]decan-8-yl)quinoline-3-carbonyl)piperazin-1-yl)ethanone